C[N]C dimethyl-Nitrogen